NC1=C(C)C=C(C(=C1CC)N)CC 2,4-diamino-3,5-diethyltoluene